C(C)(C)(C)C1=CC(=CC2=CC=CC=C12)C1=NC=C(C2=C1SC1=C2C=CC(=C1)CC(C)(C)C)F 1-(4-(tert-butyl)naphthalen-2-yl)-4-fluoro-7-neopentylbenzo[4,5]thieno[2,3-c]pyridine